5-(1-(adamantan-1-ylmethyl)-5-methyl-1H-pyrazol-4-yl)-1-(6-(benzo[d]thiazol-2-ylamino)-5-methylpyridin-3-yl)-1H-indole-4-carboxylic acid C12(CC3CC(CC(C1)C3)C2)CN2N=CC(=C2C)C2=C(C=3C=CN(C3C=C2)C=2C=NC(=C(C2)C)NC=2SC3=C(N2)C=CC=C3)C(=O)O